C(C)OC(CC1=C(C=CC=C1)OCC=1C=C(C2=C(C=CO2)C1)C1=COC(=C1)CN[S@@](=O)C(C)(C)C)=O.ClC1=C(C=CC=C1)/C(=C\C1=C(C=CC=C1)Cl)/C1=NC2=CC=CC=C2C=C1 (E)-2-(1,2-bis(2-chlorophenyl)ethenyl)quinoline (S)-ethyl-2-(2-((7-(5-((1,1-dimethylethylsulfinamido)methyl)furan-3-yl)benzofuran-5-yl)methoxy)phenyl)acetate